N4-(6-(tert-butyl)pyridin-2-yl)-N2-(4-(4-(dimethylamino)piperidin-1-yl)-3-methoxyphenyl)-5-methylthieno[2,3-d]pyrimidine-2,4-diamine C(C)(C)(C)C1=CC=CC(=N1)NC=1C2=C(N=C(N1)NC1=CC(=C(C=C1)N1CCC(CC1)N(C)C)OC)SC=C2C